NC(C(=O)O)C1COC1 2-AMINO-2-(OXETAN-3-YL)ACETIC ACID